NC1=NC=CC=C1C1=NC=2C(=NC(=CC2)C=2SC(=CN2)C)N1C=1C=C2CC[C@@H](C2=CC1)NC(C1=CC(=C(C=C1)O)C=O)=O (S)-N-(5-(2-(2-aminopyridin-3-yl)-5-(5-methylthiazol-2-yl)-3H-imidazo[4,5-b]pyridin-3-yl)-2,3-dihydro-1H-inden-1-yl)-3-formyl-4-hydroxybenzamide